N-(3,5-dichloro-4-(2,6-dioxopiperidin-3-yl)benzyl)-2-(5-(hydroxymethyl)pyrimidin-2-yl)-2-methylpropanamide ClC=1C=C(CNC(C(C)(C)C2=NC=C(C=N2)CO)=O)C=C(C1C1C(NC(CC1)=O)=O)Cl